2-((7-bromo-5-fluoro-2,3-dihydrobenzofuran-4-yl)methyl)-1-(oxetan-2-ylmethyl)-1H-benzo[d]imidazole-6-carboxylic acid methyl ester COC(=O)C=1C=CC2=C(N(C(=N2)CC2=C(C=C(C3=C2CCO3)Br)F)CC3OCC3)C1